BrC1=C(C=CC2=C1[C@@H]([C@@](O2)(C#N)C2=CC=CC=C2)O)Cl |o1:7,8| (2S*,3S*)-4-Bromo-5-chloro-3-hydroxy-2-phenyl-2,3-dihydrobenzofuran-2-carbonitrile